CN1N=NC(=C1CNC(=O)OCC1(CC1)C)C1=CC=C(C=N1)O[C@@H]1C[C@H](CCC1)C(=O)O (1S,3S)-3-((6-(1-methyl-5-(((((1-methylcyclopropyl)methoxy)carbonyl)amino)methyl)-1H-1,2,3-triazol-4-yl)pyridin-3-yl)oxy)cyclohexane-1-carboxylic acid